CN1N=CC(=C1C1=CC=2N(C=C1)N=CC2)OC[C@H]2CN(CCO2)C 5-[2-methyl-4-[[(2R)-4-methylmorpholin-2-yl]methoxy]pyrazol-3-yl]pyrazolo[1,5-a]pyridin